(2S,5R)-tert-butyl 2-(4-bromophenyl)-4-isobutyryl-5-methylpiperazine-1-carboxylate tert-Butyl-(2S,5R)-2-(4-bromophenyl)-5-methyl-piperazine-1-carboxylate C(C)(C)(C)OC(=O)N1[C@H](CN[C@@H](C1)C)C1=CC=C(C=C1)Br.BrC1=CC=C(C=C1)[C@@H]1N(C[C@H](N(C1)C(C(C)C)=O)C)C(=O)OC(C)(C)C